FC=1C=C(C=CC1F)[C@H]1[C@@H](C1)C1=NC(=NC=C1)C1=NC=CC=N1 trans-4-(2-(3,4-difluorophenyl)cyclopropyl)-2,2'-bipyrimidine